C(\C=C\C=C/CCCCC)(=O)OCC Ethyl (2E,4Z)-deca-2,4-dienoate